[OH-].[K+].O water potassium hydroxide